(1,3-butadiene) acrylate C(C=C)(=O)O.C=CC=C